C(=CC1=CC=CC=C1)C=1C=C(C=CC1O)C(C)(C)C1=CC(=C(C=C1)O)C=CC1=CC=CC=C1 2,2-bis(3-styryl-4-hydroxyphenyl)propane